BrC1=NN(C(=C1)C(=O)NC=1C(=CC=2N(C1C(=O)NCC)N=CC2)C)C2=NC=CC=C2Cl 6-(3-Bromo-1-(3-chloropyridin-2-yl)-1H-pyrazol-5-carboxamido)-N-ethyl-5-methylpyrazolo[1,5-a]pyridin-7-carboxamid